ClC(C(=O)OC)=C(C)C methyl 2-chloro-3-methylbutenoate